C1(=CC=CC=C1)C1C(OCC1)=O phenyldihydrofuran-2(3H)-one